1-(2-Benzyloxy-phenyl)-[1]benzopyrano[3,4-d]imidazol-4(1H)-one C(C1=CC=CC=C1)OC1=C(C=CC=C1)N1C=NC2=C1C1=C(OC2=O)C=CC=C1